C1(C=CC(N1CCCC(=O)ON1C(CCC1=O)=O)=O)=O N-(γ-maleimidobutyryl-oxy)-succinimide